N-(2'-amino-5'H-spiro[chromane-4,4'-thiazol]-6-yl)-5-methyl-picolinamide NC=1SCC2(N1)CCOC1=CC=C(C=C12)NC(C1=NC=C(C=C1)C)=O